N-(4-((2S,6R)-2,6-dimethylmorpholino)phenyl)-4-(((1S,4S)-4-ethoxycyclohexyl)methoxy)-5-fluoropyrimidin-2-amine C[C@@H]1O[C@@H](CN(C1)C1=CC=C(C=C1)NC1=NC=C(C(=N1)OCC1CCC(CC1)OCC)F)C